Cholest-5-en-3-ol CC(C)CCC[C@@H](C)[C@H]1CC[C@H]2[C@@H]3CC=C4CC(CC[C@]4(C)[C@H]3CC[C@]12C)O